2-(2',4',5'-tris(10-methylphenazin-5(10H)-yl)-[1,1'-biphenyl]-3-yl)benzo[d]oxazole CN1C2=CC=CC=C2N(C=2C=CC=CC12)C1=C(C=C(C(=C1)N1C=2C=CC=CC2N(C2=CC=CC=C12)C)N1C=2C=CC=CC2N(C2=CC=CC=C12)C)C1=CC(=CC=C1)C=1OC2=C(N1)C=CC=C2